ClC=1C(=C(NC2=NC=NC3=CC=C(C=C23)N2CC3(CN(C3)C(C=C)=O)C2)C=CC1Cl)F 1-[6-[4-(3,4-dichloro-2-fluoro-anilino)quinazolin-6-yl]-2,6-diazaspiro[3.3]heptan-2-yl]prop-2-en-1-one